OC1C(CCC=2C=CC(=CC12)C#N)C1N2C(C3=CC=CC=C13)=CN=C2 8-Hydroxy-7-(5H-imidazo[5,1-a]isoindol-5-yl)-5,6,7,8-tetrahydronaphthalen-2-carbonitril